(2S)-7-(Imidazo[1,2-a]pyridin-6-ylmethoxy)-N-(2-oxo-2-pyrrolidin-1-yl-ethyl)-N-[(10S)-spiro[4.5]decan-10-yl]chromane-2-carboxamide N=1C=CN2C1C=CC(=C2)COC2=CC=C1CC[C@H](OC1=C2)C(=O)N([C@H]2CCCCC21CCCC1)CC(N1CCCC1)=O